O.O.C(C)(C)(C)OC(=O)N1CCN(CC1)CC(=O)O 2-(4-((tert-butoxy)Carbonyl)piperazin-1-yl)acetic acid dihydrate